1-[(2,2-difluorocyclopropyl)methyl]-3,5-dimethyl-4-(4,4,5,5-tetramethyl-1,3,2-dioxaborolan-2-yl)pyrazole FC1(C(C1)CN1N=C(C(=C1C)B1OC(C(O1)(C)C)(C)C)C)F